(1S,3R,4S)-N-((S)-1-cyano-2-((S)-2-oxopyrrolidin-3-yl)ethyl)-5,5-difluoro-2-(9-hydroxy-9H-fluorene-9-carbonyl)-2-azabicyclo[2.2.2]octane-3-carboxamide C(#N)[C@H](C[C@H]1C(NCC1)=O)NC(=O)[C@@H]1N([C@@H]2CC([C@H]1CC2)(F)F)C(=O)C2(C1=CC=CC=C1C=1C=CC=CC21)O